2-(4-bromophenyl)-N-cyclopentyl-5-((2-methoxyethoxy)methyl)-1H-indol-7-amine BrC1=CC=C(C=C1)C=1NC2=C(C=C(C=C2C1)COCCOC)NC1CCCC1